tert-butyl 7-[(5-methoxycarbonyl-3-pyridinyl) methyl]-3,4-dihydro-1H-isoquinoline-2-carboxylate COC(=O)C=1C=C(C=NC1)CC1=CC=C2CCN(CC2=C1)C(=O)OC(C)(C)C